C12NC(CC2C1)C#CC=1C=NC=CC1C1=C(C=2C(NCCC2N1)=O)NC1=C(C(=CC=C1)Cl)OC 2-[3-(2-[2-azabicyclo[3.1.0]hexan-3-yl]ethynyl)pyridin-4-yl]-3-[(3-chloro-2-methoxyphenyl)amino]-1H,5H,6H,7H-pyrrolo[3,2-c]pyridin-4-one